2,6-dibromomethyl-4,4'-dicyanobiphenyl BrCC1=C(C(=CC(=C1)C#N)CBr)C1=CC=C(C=C1)C#N